Cl.C(CCCCCCC)OC([C@@H](N)CC(C)C)=O L-leucine octyl ester hydrochloride